2-methyl-5-(((1-methylpyrrolidin-3-yl)methyl)amino)-N-((R)-1-(naphthalen-1-yl)ethyl)benzamide 2,2,2-trifluoroacetate FC(C(=O)O)(F)F.CC1=C(C(=O)N[C@H](C)C2=CC=CC3=CC=CC=C23)C=C(C=C1)NCC1CN(CC1)C